C(C)(=O)O.C(C)(=O)O.C(C)(=O)O.OCCN1C(N(C(N(C1=O)CCO)=O)CCO)=O tri(2-hydroxyethyl)isocyanuric acid triacetate